FC1=CC=C(C=C1)C=1N=NN(N1)C1CCN(CC1)C(CC1=NC(=NO1)C)=O 1-(4-(5-(4-fluorophenyl)-2H-tetrazol-2-yl)piperidin-1-yl)-2-(3-methyl-1,2,4-oxadiazol-5-yl)ethan-1-one